N-(4-{1-[(4-methyl-1,3-thiazol-5-yl)carbonyl]piperidin-4-yl}butyl)imidazo[1,2-a]pyridine-6-carboxamide CC=1N=CSC1C(=O)N1CCC(CC1)CCCCNC(=O)C=1C=CC=2N(C1)C=CN2